N-((1s,3s)-3-(2-oxo-2,3-dihydro-1H-benzo[d]imidazol-1-yl)cyclobutyl)-2-(4-(trifluoromethyl)phenyl)acetamide O=C1NC2=C(N1C1CC(C1)NC(CC1=CC=C(C=C1)C(F)(F)F)=O)C=CC=C2